1-(cyclopropanecarbonyl)-4-[4-({(1R)-1-[3-(1,1-difluoro-2-hydroxy-2-methylpropyl)-2-fluorophenyl]ethyl}amino)-2-methylpyrido[3,4-d]pyrimidin-6-yl]-1,4lambda5-azaphosphinan-4-one C1(CC1)C(=O)N1CCP(CC1)(=O)C1=CC2=C(N=C(N=C2N[C@H](C)C2=C(C(=CC=C2)C(C(C)(C)O)(F)F)F)C)C=N1